C(C)(=O)OCOC=1C(=NC=CC1OC)C(=O)N[C@@H](C)C(=O)O[C@@H](C)[C@@H](C(C)C)C1=C(C=C(C=C1)C)F (2S,3S)-3-(2-fluoro-4-methylphenyl)-4-methylpentan-2-yl N-{[3-(acetoxymethoxy)-4-methoxypyridin-2-yl]carbonyl}-L-alaninate